benzyl-piperidine-4-carboxylic acid C1CN(CCC1C(=O)O)CC2=CC=CC=C2